(Z)-4-(3-(4-chlorophenyl)-4-phenyl-N-((4-(trifluoromethyl)phenyl)sulfonyl)-1,4,5,6-tetrahydropyridazine-1-carboximidamido)butanoic acid ClC1=CC=C(C=C1)C1=NN(CCC1C1=CC=CC=C1)/C(/N(S(=O)(=O)C1=CC=C(C=C1)C(F)(F)F)CCCC(=O)O)=N/[H]